5-(2-ethoxy-3-pyridinyl)-N-[(2-ethoxy-3-pyridinyl)methyl]-1-isopropyl-3-methyl-pyrazolo[4,3-b]pyridin-7-amine C(C)OC1=NC=CC=C1C1=CC(=C2C(=N1)C(=NN2C(C)C)C)NCC=2C(=NC=CC2)OCC